BrC=1C=C(C=CC1)CC(=O)OC methyl (3-bromophenyl)acetate